ClC1=CC(=C(O[C@H](C(=O)O)CC2CC2)C=C1)C1=NOC=C1 (2S)-2-[4-chloro-2-(1,2-oxazol-3-yl)phenoxy]-3-cyclopropylpropionic acid